tert-butyl ((trans)-4-(3-phenylazetidine-1-carbonyl)cyclohexyl)carbamate Palladium hydroxide [Pd](O)O.C1(=CC=CC=C1)C1CN(C1)C(=O)[C@@H]1CC[C@H](CC1)NC(OC(C)(C)C)=O